allyl (R)-(1-(2-(3-((tert-butoxycarbonyl)amino)propoxy)-5-fluorophenyl)ethyl)carbamate C(C)(C)(C)OC(=O)NCCCOC1=C(C=C(C=C1)F)[C@@H](C)NC(OCC=C)=O